FC(OC1=CC=C(C=C1)N1N=C(N=C1)C1=CC=C(C=C1)CCCCC(=O)N=[N+]=[N-])(F)F (4-(1-(4-(trifluoromethoxy)phenyl)-1H-1,2,4-triazol-3-yl)phenyl)pentanoyl azide